tetradecyl glycinate hydrochloride Cl.NCC(=O)OCCCCCCCCCCCCCC